C(#N)[C@H](C[C@H]1C(NCC1)=O)NC(=O)[C@H](CC(C)C)NC(OCC1CCC(CC1)(F)F)=O (4,4-difluorocyclohexyl)methyl N-[(1S)-1-[[(1S)-1-cyano-2-[(3S)-2-oxopyrrolidin-3-yl] ethyl]carbamoyl]-3-methyl-butyl]carbamate